ClC1=CC=C(C=C1)C1=N[C@H](C=2N(C3=C1C=C(C=C3)OCCCCC(=O)O)C(=NN2)C)CC(=O)NCC 5-(((4S)-6-(4-chlorophenyl)-4-(2-(ethylamino)-2-oxoethyl)-1-methyl-4H-benzo[f][1,2,4]triazolo[4,3-a][1,4]diazepin-8-yl)oxy)pentanoic acid